BrC1=NC=CC(=C1C)F 2-bromo-4-fluoro-3-methylpyridine